5-[[2-[6-(2,2,2-trifluoroethyl)quinazolin-4-yl]-2,7-diazaspiro[3.5]nonan-7-yl]methyl]indole-2-carbonitrile FC(CC=1C=C2C(=NC=NC2=CC1)N1CC2(C1)CCN(CC2)CC=2C=C1C=C(NC1=CC2)C#N)(F)F